(Z)-1-(4-amino-2-fluoro-but-2-en-1-yl)-4-(1-methyl-1H-pyrazol-5-yl)-1H-benzo[d]imidazole-6-carbonitrile hydrochloride Cl.NC\C=C(\CN1C=NC2=C1C=C(C=C2C2=CC=NN2C)C#N)/F